C(CCC(=O)O)(=O)O.C1(CCCCC1)CCC(C1=C(C=CC=C1)C)[Ge](C1=CC=CC=C1)(C)C (3-cyclohexyl-1-tolylpropyl)dimethyl-(phenyl)germane succinate